5,7-di-tert-butyl-3-{4-(2-hydroxyethoxy)phenyl}-benzofuran-2(3H)-on C(C)(C)(C)C=1C=C(C2=C(C(C(O2)=O)C2=CC=C(C=C2)OCCO)C1)C(C)(C)C